CC1=CC=CC2=C1OCC(N2)=O 8-methyl-3,4-dihydro-2H-benzo[2,1-b][1,4]oxazin-3-one